N-((1s,3r,5R,7S)-3-aminoadamantan-1-yl)-6-phenylnicotinamide dihydrochloride Cl.Cl.NC12CC3(C[C@@H](C[C@H](C1)C3)C2)NC(C2=CN=C(C=C2)C2=CC=CC=C2)=O